CC1=NC(=C2NC=NC2=N1)NCC1=CC=C(C=C1)Cl 2-methyl-6-(4-chlorobenzylamino)purine